NC1=NC=C(C2=C1C=NN2)NC(=O)C(=O)N([C@H](C)C2=C(C=C(C=C2)C(F)(F)F)F)CC N-(4-Amino-1H-pyrazolo[4,3-c]pyridin-7-yl)-N'-ethyl-N'-[(1R)-1-[2-fluoro-4-(trifluoromethyl)phenyl]ethyl]oxamide